2-benzyl 1-(tert-butyl) (2R,4S)-4-azido-2-(4-(4,4,5,5-tetramethyl-1,3,2-dioxaborolan-2-yl)butyl)piperidine-1,2-dicarboxylate N(=[N+]=[N-])[C@@H]1C[C@@](N(CC1)C(=O)OC(C)(C)C)(C(=O)OCC1=CC=CC=C1)CCCCB1OC(C(O1)(C)C)(C)C